ethyl 2-chloro-3-(5-benzothienyl)-3-oxopropionate ClC(C(=O)OCC)C(=O)C=1C=CC2=C(C=CS2)C1